COC(=O)C=1C=NN(C1)CC=1C=NC(=NC1)SC ((2-(methylthio)pyrimidin-5-yl)methyl)-1H-pyrazole-4-carboxylic acid methyl ester